4-acetamido-N-(1-(3,4-dichlorophenyl)-4-methyl-4,5-dihydro-1H-pyrazol-3-yl)butanamide C(C)(=O)NCCCC(=O)NC1=NN(CC1C)C1=CC(=C(C=C1)Cl)Cl